(R)-4-(2-(2-(difluoromethyl)-1H-benzo[d]imidazol-1-yl)-7-(methylsulfonyl)thieno[3,2-d]pyrimidin-4-yl)-3-methylmorpholine FC(C1=NC2=C(N1C=1N=C(C3=C(N1)C(=CS3)S(=O)(=O)C)N3[C@@H](COCC3)C)C=CC=C2)F